6-(3-ethyl-5-(piperidin-4-yl)-1H-indol-2-yl)-[1,2,4]triazolo[4,3-b]pyridazine C(C)C1=C(NC2=CC=C(C=C12)C1CCNCC1)C=1C=CC=2N(N1)C=NN2